3-(7-methyl-2-((7-methyl-[1,2,4]triazolo[1,5-a]pyridin-6-yl)amino)-8-oxo-7,8-dihydro-9H-purin-9-yl)adamantane-1-carboxylic acid CN1C(N(C2=NC(=NC=C12)NC=1C(=CC=2N(C1)N=CN2)C)C21CC3(CC(CC(C2)C3)C1)C(=O)O)=O